NC(CCN1C=NC=C1)CCCCC 1-(3-aminooctyl)imidazole